FC1=CC=C(C=C1)N1N=CC=2C1=NC=NC2SCC(=O)C2=CC=C(S2)CCNS(=O)(=O)C N-(2-(5-(2-((1-(4-fluorophenyl)-1H-pyrazolo[3,4-d]pyrimidin-4-yl)thio)acetyl)thiophen-2-yl)ethyl)methanesulfonamide